N-(2-(4-cyclopropylpiperazine-1-yl)-4-methoxy-5-((6-((S)-3-(4-(trifluoromethyl)benzyl)isoxazolidine-2-yl)pyrimidine-4-yl)amino)phenyl)acrylamide C1(CC1)N1CCN(CC1)C1=C(C=C(C(=C1)OC)NC1=NC=NC(=C1)N1OCC[C@@H]1CC1=CC=C(C=C1)C(F)(F)F)NC(C=C)=O